N-(4-((10H-benzo[b]pyrido[2,3-e][1,4]oxazin-4-yl)oxy)phenyl)-N'-phenylcyclopropane-1,1-dicarboxamide N1=CC=C(C2=C1NC1=C(O2)C=CC=C1)OC1=CC=C(C=C1)NC(=O)C1(CC1)C(=O)NC1=CC=CC=C1